OC(C(=O)C1=CC=CC=C1)C(CO)[N+](=O)[O-] 2,4-dihydroxy-3-nitro-butyrophenone